[Cl-].BrC1=NN(C(=C1)C(=O)N)C1=NC=CC=C1Cl 3-bromo-1-(3-chloropyridin-2-yl)-1H-pyrazole-5-carboxamide chloride